(3S,7aS)-3-((cyclobutylmethoxy)methyl)tetrahydro-1H-pyrrolizine C1(CCC1)COC[C@@H]1CCC2=CCCN12